C(CCCC[C@@H]1SC[C@@H]2NC(=O)N[C@H]12)(=O)NCCCCCC(=O)ON1C(CCC1=O)=O 6-((biotinoyl)amino)hexanoic acid, succinimidyl ester